N-(1-(4-(trifluoromethyl)benzyl)-1H-indazol-3-yl)picolinamide FC(C1=CC=C(CN2N=C(C3=CC=CC=C23)NC(C2=NC=CC=C2)=O)C=C1)(F)F